(4-(1,3-dithiolan-2-yl)benzyl)prop-2-ene 2-(4-fluorophenyl)-7,7-dimethyl-1,3-dioxo-2,3,5,12b-tetrahydro-1h,7h-chromeno[4,3-c][1,2,4]triazolo[1,2-a]pyridazin-10-yl-dimethylcarbamate FC1=CC=C(C=C1)N1C(N2N(CC=C3C2C=2C=CC(=CC2OC3(C)C)CN(C(O)=O)C)C1=O)=O.S1C(SCC1)C1=CC=C(CCC=C)C=C1